COC(CC(CC(=O)OC)=O)=O 3-Oxoglutaric acid dimethyl ester